(tert-butoxy)-2-methylpyrrolidine C(C)(C)(C)ON1C(CCC1)C